C12(CC3CC(CC(C1)C3)C2)P(=O)C23CC1CC(CC(C2)C1)C3 1-(adamantan-1-ylphosphoroso)adamantane